ClC1=CC=C2C(=N1)C(=NN2C2OCCCC2)C 5-Chloro-3-methyl-1-(tetrahydro-2H-pyran-2-yl)-1H-pyrazolo[4,3-b]pyridine